C(C)(C)(C)OC(=O)N(C(OC(C)(C)C)=O)C1=NN2C(C=C(C=C2)C2=C(C(=CC=C2)C=2C=NN(C2)C[C@@H](C2=CC=CC=C2)O)F)=N1 |r| racemic-tert-butyl (tert-butoxycarbonyl)(7-(2-fluoro-3-(1-(2-hydroxy-2-phenylethyl)-1H-pyrazol-4-yl)phenyl)-[1,2,4]triazolo[1,5-a]pyridin-2-yl)carbamate